(R)-3-fluoro-4-(((2-(pyrrolidin-3-ylamino)pyrimidin-4-yl)oxy)methyl)benzonitrile trifluoroacetic acid salt FC(C(=O)O)(F)F.FC=1C=C(C#N)C=CC1COC1=NC(=NC=C1)N[C@H]1CNCC1